CN1CCN(CC1)C(CN)CC 2-(4-methylpiperazin-1-yl)butylamine